C(C)(C)(C)OC(=O)N[C@H](C(=O)O)C(C)C1CCCC1 (2S)-2-(tert-butoxycarbonyl-amino)-3-cyclopentyl-butanoic acid